O1CCC(CC1)CN1C(C(=CC1=O)OC1=CC(=CC=C1)C(F)(F)F)=O 1-((tetrahydro-2H-pyran-4-yl)methyl)-3-(3-(trifluoromethyl)phenoxy)-1H-pyrrole-2,5-dione